C(#N)C=1C(=C(C=C2C(CC3(CC3)OC12)CC(C)(S(=O)(=O)N)C)F)I (8-cyano-6-fluoro-7-iodospiro[chromane-2,1'-cyclopropane]-4-yl)-2-methylpropane-2-sulfonamide